BrC1=CC(=C2C=NNC2=C1C(F)F)Cl 6-bromo-4-chloro-7-(difluoromethyl)-1H-indazole